Cl.NC1CCN(CC1)C(COC)=O 1-(4-aminopiperidin-1-yl)-2-methoxyethan-1-one hydrochloride salt